4-cyclopropyl-6-[3-[3-(difluoromethoxy)-1-(1-methylimidazol-2-yl)cyclobutyl]phenyl]-2-[[(3s)-3-methylpiperidin-1-yl]methyl]-1H-pyrrolo[2,3-c]pyridin-7-one C1(CC1)C=1C2=C(C(N(C1)C1=CC(=CC=C1)C1(CC(C1)OC(F)F)C=1N(C=CN1)C)=O)NC(=C2)CN2C[C@H](CCC2)C